benzyl (2S)-1-[(2S)-2-amino-3,3-dimethyl-pentanoyl]-4,4-dimethyl-pyrrolidine-2-carboxylate N[C@H](C(=O)N1[C@@H](CC(C1)(C)C)C(=O)OCC1=CC=CC=C1)C(CC)(C)C